7-(4-(dipropylamino)butyl)-7-hydroxytridecane-1,13-diylbis(3-hexylnonanoate) C(CC)N(CCCCC(CCCCCCC(C(=O)[O-])C(CCCCCC)CCCCCC)(CCCCCCC(C(=O)[O-])C(CCCCCC)CCCCCC)O)CCC